N-(5-methyl-1H-pyrazol-3-yl)-2-(6-(6-((6-(trifluoromethyl)pyridin-3-yl)methyl)-3,6-diazabicyclo[3.1.1]heptan-3-yl)pyridin-3-yl)quinazolin-4-amine CC1=CC(=NN1)NC1=NC(=NC2=CC=CC=C12)C=1C=NC(=CC1)N1CC2N(C(C1)C2)CC=2C=NC(=CC2)C(F)(F)F